C[C@@H]1CN(C[C@@H](N1)C)C(=O)OC(C)(C)C (3R,5S)-tert-butyl 3,5-dimethylpiperazine-1-carboxylate